Zinc carbanate C(=O)[O-].[Zn+2].C(=O)[O-]